FC1=C(C=CC=C1F)C=1C(N(C(N(C1)CC(=O)O)=O)CC(SC)C)=O.C(C1=CC=CC=C1)NC1=C(C=CC=C1)C(=C)C1=CC=C(C=C1)F N-benzyl-2-(1-(4-fluorophenyl)vinyl)aniline [5-(2,3-difluoro-phenyl)-3-(Methyl-2-methylsulfanyl-ethyl)-2,4-dioxo-3,4-dihydro-2H-pyrimidin-1-yl]-acetate